1,3-difluorooctyl-ethanol Methyl-5-chloro-1-(3-methoxy-3-oxopropyl)-4-(2-(((4-methoxybenzyl)oxy)methyl)-4,5,6,7-tetrahydropyrazolo[1,5-a]pyridin-3-yl)-3-methyl-1H-indole-2-carboxylate CC1=C(C(=C2C(=C(N(C2=C1)CCC(=O)OC)C(=O)OC(C)C(CC(CCCCC)F)F)C)C=1C(=NN2C1CCCC2)COCC2=CC=C(C=C2)OC)Cl